N=1N=CN2C1C(=NC=C2)O[C@@H]2C[C@@H](N(C2)CC2=C(N=C(S2)NC(C)=O)F)C N-(5-(((2S,4R)-4-([1,2,4]triazolo[4,3-a]pyrazin-8-yloxy)-2-methylpyrrolidin-1-yl)methyl)-4-fluorothiazol-2-yl)acetamide